C(C)(C)(C)OC(N(C)CC=1SC(=NN1)Br)=O.C(C)C=1C(NC=2C=C(C=NC2C1)CN1CCN(CC1)C=1C=CC=NC1)=O 5-{4-[(7-ethyl-6-oxo-5H-1,5-naphthyridin-3-yl)methyl]Piperazin-1-yl}pyridin tert-butyl-((5-bromo-1,3,4-thiadiazol-2-yl)methyl)(methyl)carbamate